2-{8-[(2-cyano-2-methylideneethyl)amino]-7-(methoxymethyl)naphthalen-2-yl}-N-(1-methylpiperidin-4-yl)pyrimidine-4-carboxamide C(#N)C(CNC=1C(=CC=C2C=CC(=CC12)C1=NC=CC(=N1)C(=O)NC1CCN(CC1)C)COC)=C